2',5'-di(9H-carbazol-9-yl)-6'-(4,6-diphenyl-1,3,5-triazin-2-yl)-4,4''-bis(3-methyl-9H-carbazol-9-yl)-[1,1':3',1''-terphenyl]-4'-carbonitrile C1=CC=CC=2C3=CC=CC=C3N(C12)C1=C(C(=C(C(=C1C1=CC=C(C=C1)N1C2=CC=CC=C2C=2C=C(C=CC12)C)C#N)N1C2=CC=CC=C2C=2C=CC=CC12)C1=NC(=NC(=N1)C1=CC=CC=C1)C1=CC=CC=C1)C1=CC=C(C=C1)N1C2=CC=CC=C2C=2C=C(C=CC12)C